3-(6'-oxo-1'-phenyl-1',6'-dihydro-[2,3'-bipyridine]-5'-yl)benzonitrile O=C1C(=CC(=CN1C1=CC=CC=C1)C1=NC=CC=C1)C=1C=C(C#N)C=CC1